FC1=C(C=CC=C1)NC(C(=O)N[C@H](C(N[C@@H](C[C@H]1C(NCC1)=O)C(COC1=C(C=C(C=C1F)F)F)=O)=O)CC(C)C)=O N1-(2-fluorophenyl)-N2-((S)-4-methyl-1-oxo-1-(((S)-3-oxo-1-((S)-2-oxopyrrolidin-3-yl)-4-(2,4,6-trifluorophenoxy)butan-2-yl)amino)pentan-2-yl)oxalamide